C(C)(C)(C)OC(=O)N1CC(=CC1)COC1=C(C=CC=2C(OCC21)=O)Br tert-butyl-3-{[(5-bromo-1-oxo-1,3-dihydro-2-benzofuran-4-yl)oxy]methyl}-2,5-dihydro-1H-pyrrole-1-carboxylate